tert-Butyl 6-fluoro-2-(6-(piperidin-1-yl)pyridin-3-yl)-1H-indole-1-carboxylate FC1=CC=C2C=C(N(C2=C1)C(=O)OC(C)(C)C)C=1C=NC(=CC1)N1CCCCC1